[N-](S(=O)(=O)C(F)(F)F)S(=O)(=O)C(F)(F)F.COC1=CC=C(C=C1)N(C1=CC=C(C=C1)OC)C1=CC=2C3(C4=CC(=CC=C4C2C=C1)N(C1=CC=C(C=C1)OC)C1=CC=C(C=C1)OC)C1=CC(=CC=C1C=1C=CC(=CC13)N(C1=CC=C(C=C1)OC)C1=CC=C(C=C1)OC)N(C1=CC=C(C=C1)OC)C1=CC=C(C=C1)OC 2,2',7,7'-Tetrakis[N,N-di(4-methoxyphenyl)amino]-9,9'-spirobifluorene bis(trifluoromethanesulfonyl)imide